5-[4-[(R)-amino(3,4-dichloro-2-fluoro-6-hydroxyphenyl)methyl]piperidine-1-carbonyl]-1H-pyridin-2-one N[C@H](C1CCN(CC1)C(=O)C=1C=CC(NC1)=O)C1=C(C(=C(C=C1O)Cl)Cl)F